3-(3-((6,7-Dihydro-5H-imidazo[1,5-a][1,4]diazepin-8(9H)-yl)methyl)-4-methylphenyl)-3-(1,4-dimethyl-1H-benzo[d][1,2,3]triazol-5-yl)propanoic acid, Sodium salt [Na+].C=1N=CN2C1CN(CCC2)CC=2C=C(C=CC2C)C(CC(=O)[O-])C2=C(C1=C(N(N=N1)C)C=C2)C